[Ag].N1N=NN=N1 pentazole silver